6-chloro-7-(difluoromethyl)-1,2,3,4-tetrahydroquinoline ClC=1C=C2CCCNC2=CC1C(F)F